1,3-bis(hydrazinocarboxyethyl)-5,5-dimethylhydantoin N(N)C(CN1C(=O)N(C(=O)C1(C)C)CC(C(=O)O)NN)C(=O)O